3-methoxy-5-(thiophen-3-yl)aniline COC=1C=C(N)C=C(C1)C1=CSC=C1